1-bromo-4-fluoro-3-methyl-2-(trifluoromethoxy)benzene BrC1=C(C(=C(C=C1)F)C)OC(F)(F)F